C(C)(C)N1C(=NC(=C1)C)C1=CC=C(CN2C3=NC(=NC=C3NC2=O)C2=C(C=CC=C2)C(C)C)C=C1 9-(4-(1-isopropyl-4-methyl-1H-imidazol-2-yl)benzyl)-2-(2-isopropyl-phenyl)-7,9-dihydro-8H-purin-8-one